C1(N=CC=C2N1CC13N2C(CC1)CC3)=O 7,8-dihydro-1H,6H,9H-6,8a-ethanopyrrolo[1',2':3,4]imidazo[1,2-c]pyrimidin-1-one